COC(C(CC)NC1=C(C(=C(C=C1)Br)F)[N+](=O)[O-])=O 2-(4-bromo-3-fluoro-2-nitro-anilino)butanoic acid methyl ester